N[C@H](CC1=C(C=2N=NC=C(C2S1)NCC=1SC=CC1)C)COC(F)(F)F 6-[(2R)-2-amino-3-(trifluoromethoxy)propyl]-7-methyl-N-[(thiophen-2-yl)methyl]thieno[3,2-c]pyridazin-4-amine